ClC=1C=C(C=CC1F)C=1C=C2C(=NC1)NC(N2CC(=O)NC2CC2)=O 2-[6-(3-chloro-4-fluoro-phenyl)-2-oxo-3H-imidazo[4,5-b]pyridin-1-yl]-N-cyclopropyl-acetamide